(R)-1-(6-chloroquinolin-2-yl)-N-((1R,2R)-1-(8-fluoro-2,3-dihydrobenzo[b][1,4]dioxin-6-yl)-1-hydroxy-3-(pyrrolidin-1-yl)propan-2-yl)pyrrolidine-3-carboxamide ClC=1C=C2C=CC(=NC2=CC1)N1C[C@@H](CC1)C(=O)N[C@@H]([C@H](O)C1=CC2=C(OCCO2)C(=C1)F)CN1CCCC1